C1(CCCCC(=O)OC(CO1)C)=O 1,2-propylene adipate